1-(3-Fluorobicyclo[1.1.1]pentan-1-yl)hydrazine-1-carboxylic acid tert-butyl ester C(C)(C)(C)OC(=O)N(N)C12CC(C1)(C2)F